[O-]S(=O)(=O)C(F)(F)F.C(CCC)[NH+]1C(CCC1)CCCC 1,2-dibutylpyrrolidinium triflat